ClC1=C(C(=CC=C1)C)C1=NOC(=C1CO[C@H]1[C@@H]2CN([C@H](C1)C2)C2=CC(=C(C(=O)O)C=C2)F)C2(CC2)F 4-[(1S,4S,5R)-5-[[3-(2-chloro-6-methylphenyl)-5-(1-fluorocyclopropyl)-1,2-oxazol-4-yl]methoxy]-2-azabicyclo[2.2.1]heptan-2-yl]-2-fluorobenzoic acid